2-(2,4-difluorophenyl)-5-(((2-(4-fluorophenyl)-3-(pyridin-4-yl)pyrazolo[1,5-a]pyridin-6-yl)methyl)amino)-1-(1H-1,2,4-triazol-1-yl)pent-3-yn-2-ol FC1=C(C=CC(=C1)F)C(CN1N=CN=C1)(C#CCNCC=1C=CC=2N(C1)N=C(C2C2=CC=NC=C2)C2=CC=C(C=C2)F)O